C(C)(C)(C)C=1C=CC(=C(C1)O)C=1C(=NC(=CC1)C)C 5-(tert-butyl)-2-(2,6-dimethylpyridin-3-yl)phenol